S1C(=CC=C1)CNC([O-])=O (thiophen-2-ylmethyl)carbamate